BrC=1C=C2C(=NC1)C(C(N2C)=O)(C)C 6-bromo-1,3,3-trimethyl-1,3-dihydro-2H-pyrrolo[3,2-b]pyridin-2-one